C(C1=CC=CC=C1)NC=1C=NC2=CC=CC=C2N1 3-(benzylamino)quinoxaline